2-(6-bromo-1-oxo-spiro[3H-isoquinolin-4,1'-cyclopropan]-2-yl)acetic acid BrC=1C=C2C(=CC1)C(N(CC21CC1)CC(=O)O)=O